ethyl 2-amino-3-(4-bromophenyl)propanoate hydrochloride Cl.NC(C(=O)OCC)CC1=CC=C(C=C1)Br